N1CCN=CCC1 2,3,6,7-tetrahydro-1,4-diazepine